FC=1C=C(C=CC1)N1N=C(C=2C1=NC=C(C2)C(=O)O)C 1-(3-fluorophenyl)-3-methyl-1H-pyrazolo[3,4-b]pyridine-5-carboxylic acid